(isoquinolin-4-yl)-1-methyl-6-(trifluoromethyl)quinazoline-2,4(1H,3H)-dione C1=NC=C(C2=CC=CC=C12)N1C(N(C2=CC=C(C=C2C1=O)C(F)(F)F)C)=O